di(4-iodophenyl) phenylphosphonate C1(=CC=CC=C1)P(OC1=CC=C(C=C1)I)(OC1=CC=C(C=C1)I)=O